COC1=CC=CC=2N(C3=CC=CC=C3NC12)C 1-methoxy-5-methyl-phenazine